N-(3-methoxybenzyl)-2-((2-(3-methoxybenzyloxy)ethoxy)methyl)-N-(4-morpholinobenzyl)pyridin-4-amine COC=1C=C(CN(C2=CC(=NC=C2)COCCOCC2=CC(=CC=C2)OC)CC2=CC=C(C=C2)N2CCOCC2)C=CC1